1-(1-Isopropyl-1H-pyrazol-5-yl)-N-(4-methoxybenzyl)methanamine C(C)(C)N1N=CC=C1CNCC1=CC=C(C=C1)OC